C1(CCCCC1)C1=CC=CC2=C1C(=NO2)NS(=O)(=O)C2=C(C=CC(=C2)CC)OC N-(4-cyclohexylbenzo[d]isoxazol-3-yl)-5-ethyl-2-methoxybenzenesulfonamide